NC1=CC=C(C=C1)CCN1[C@H](O[C@@H](C1=O)C)C=1C(=NN(C1)C1=CC=C(C=C1)Br)C1=NC=C(C=C1)Cl (2R,5R)-3-(4-aminophenyl-ethyl)-2-(1-(4-bromophenyl)-3-(5-chloropyridin-2-yl)-1H-pyrazol-4-yl)-5-methyl-oxazolidin-4-one